C12CN(CC(CC1)C2)S(=O)(=O)N 3-azabicyclo[3.2.1]octane-3-sulfonamide